1-tert-butyl 2-methyl 4-(8-bromo-6-chloro-3,4-dihydroquinolin-1(2H)-yl)-2-methylpyrrolidine-1,2-dicarboxylate BrC=1C=C(C=C2CCCN(C12)C1CC(N(C1)C(=O)OC(C)(C)C)(C(=O)OC)C)Cl